ClC=1C(=CC(=C(CN2[C@H](C[C@H](C2)O)C(=O)O)C1)OCC=1C=NC=C(C1)C#N)OCC1=C(C(=CC=C1)C1=C2CCN(C2=CC=C1)CCCN1CCC(CC1)F)C (2R,4R)-N-(5-chloro-2-((5-cyanopyridine-3-yl)methoxy)-4-(3-(1-(3-(4-fluoropiperidin-1-yl)propyl)indoline-4-yl)-2-methylbenzyloxy)benzyl)-4-hydroxypyrrolidine-2-carboxylic acid